cyclohexane-1,4-diylbis(methylene) bis((4R,4aS,7aR,12bS)-9-methoxy-3-methyl-7-oxo-1,2,3,4,5,6,7,7a-octahydro-4aH-4,12-methanobenzofuro[3,2-e]isoquinolin-4a-yl) bis(carbonate) C(OCC1CCC(CC1)COC(O[C@]12CCC([C@H]3[C@@]24CCN([C@@H]1CC1=CC=C(C(=C14)O3)OC)C)=O)=O)(O[C@]31CCC([C@H]4[C@@]12CCN([C@@H]3CC3=CC=C(C(=C32)O4)OC)C)=O)=O